(4-((1H-1,2,4-triazol-1-yl)sulfonyl)phenyl)(4-phenylpiperazin-1-yl)methanone N1(N=CN=C1)S(=O)(=O)C1=CC=C(C=C1)C(=O)N1CCN(CC1)C1=CC=CC=C1